OC1=C(C=CC(=C1)OCCCCCCCC)C(=O)C1=CC=CC=C1 [2-hydroxy-4-(octyloxy)phenyl]phenylmethanone